3-thiopheneol S1C=C(C=C1)O